FC1=CC=C(C=C1)C(C1=C(C(=CC=C1)C)O)N1CCNCC1 2-((4-fluorophenyl)(piperazin-1-yl)methyl)-6-methylphenol